C(=O)O.FC1(CC(C1)N1N=C(C(=C1)NC(=O)C=1N=C(SC1)C=1C=NNC1)C1=NC=CC=C1)F N-(1-(3,3-difluorocyclobutyl)-3-(pyridin-2-yl)-1H-pyrazol-4-yl)-2-(1H-pyrazol-4-yl)thiazole-4-carboxamide formate